(2S,4S)-4-[(3-bromo-5-chloropyridin-2-yl)oxy]pyrrolidine-1,2-dicarboxylic acid 1-tert-butyl 2-methyl ester COC(=O)[C@H]1N(C[C@H](C1)OC1=NC=C(C=C1Br)Cl)C(=O)OC(C)(C)C